4'-Chloro-2'-methoxy-2,3,5,6-tetrahydro-[1,3']bipyridinyl-4-one ClC1=C(C(=NC=C1)OC)N1CCC(CC1)=O